C(CCCCCCCCCCC)C(=S)CCC(=S)O 3-dodecylthiocarbonyl-thiopropionic acid